CC1=C(CCN)C2=CC(=CC=C2N1)O 2-methyl-5-hydroxytryptamine